C(C)(=O)N1CC(CC1)CN(C(CN1C(=NC2=C1C=C(C(=C2)F)F)N2C[C@H]([C@@H](CC2)F)N)=O)CC N-((1-Acetylpyrrolidin-3-yl)methyl)-2-(2-((3R,4R)-3-amino-4-fluoropiperidin-1-yl)-5,6-difluoro-1H-benzo[d]imidazol-1-yl)-N-ethylacetamid